2,4-dichloro-3,7,7-trimethyl-6,8-dihydro-5H-quinoline ClC1=NC=2CC(CCC2C(=C1C)Cl)(C)C